C(C)(=O)[C@](N(C1=CC=CC=C1)C(F)(F)F)(C(C)C)C(=O)NCC(=O)O ACETYL-TRIFLUOROMETHYLPHENYL-VALYLGLYCINE